BrC1=CC(=C(C=C1F)C1=NN2C(C=CC(=C2)C(F)F)=C1S(=O)(=O)N)F (4-bromo-2,5-difluorophenyl)-6-(difluoromethyl)pyrazolo[1,5-a]pyridine-3-sulfonamide